7-bromo-[1,2,4]triazolo[1,5-a]pyridin-2-amine BrC1=CC=2N(C=C1)N=C(N2)N